ethyl R-2-((R)-1-aminopropan-2-yl)-5-(4-chloro-3-(trifluoromethyl)benzoyl)-6-methyl-4,5,6,7-tetrahydro-2H-pyrazolo[4,3-c]pyridine-3-carboxylate hydrochloride Cl.NC[C@@H](C)N1N=C2C(CN([C@@H](C2)C)C(C2=CC(=C(C=C2)Cl)C(F)(F)F)=O)=C1C(=O)OCC